C(C1=CC=CC=C1)N1C(=NC2=NC=C(C=C21)C=2C(=NOC2C)C)NCCCOC 1-benzyl-6-(3,5-dimethylisoxazol-4-yl)-N-(3-methoxypropyl)-1H-imidazo[4,5-b]pyridin-2-amine